N1=C(C=CC=C1)CN1N=CC(=C1)C=1SC2=C(C=NC=C2)N1 (1-pyridin-2-ylmethyl-1H-pyrazol-4-yl)-thiazolo[4,5-c]pyridin